2-(N-(1-(1-(naphthalen-1-yl)ethyl)piperidin-4-yl)methylsulfonamido)-N-(2-oxo-2-((3,3,3-trifluoro-2-oxopropyl)amino)ethyl)acetamide C1(=CC=CC2=CC=CC=C12)C(C)N1CCC(CC1)N(S(=O)(=O)C)CC(=O)NCC(NCC(C(F)(F)F)=O)=O